(S)-2-(4-(6-((5-bromothiazol-2-yl)methoxy)pyridin-2-yl)-2,5-difluorobenzyl)-1-(oxetan-2-ylmethyl)-1H-benzo[d]imidazole-6-carboxylic acid BrC1=CN=C(S1)COC1=CC=CC(=N1)C1=CC(=C(CC2=NC3=C(N2C[C@H]2OCC2)C=C(C=C3)C(=O)O)C=C1F)F